COC1=CC=C(C=C1)S(=O)(=O)C=CC#N 3-(4-methoxyphenyl)sulphonyl-2-propene-nitrile